5-[5-[chloro(difluoro)methyl]-1,2,4-oxadiazol-3-yl]-N-[1-(2,6-difluorophenyl)cyclopropyl]pyrimidin-2-amine ClC(C1=NC(=NO1)C=1C=NC(=NC1)NC1(CC1)C1=C(C=CC=C1F)F)(F)F